C(C1=CC=CC=C1)OC1=NC(=NC(=C1CC(C)C)OCC1=CC=CC=C1)S(=O)(=O)C 4,6-dibenzyloxy-5-isobutyl-2-methylsulfonyl-pyrimidine